tert-butyl N-{4-[(1S)-1-{2-[2-(2,6-dioxopiperidin-3-yl)-1-oxo-3H-isoindol-4-yl]ethynyl}-6-azaspiro[2.5]octane-6-carbonyl]bicyclo[2.2.2]octan-1-yl}carbamate O=C1NC(CCC1N1C(C2=CC=CC(=C2C1)C#C[C@H]1CC12CCN(CC2)C(=O)C21CCC(CC2)(CC1)NC(OC(C)(C)C)=O)=O)=O